FC(CN1CC2=C(CC1)NN=C2C=O)(F)F (5-(2,2,2-trifluoroethyl)-4,5,6,7-tetrahydro-1H-pyrazolo[4,3-c]pyridin-3-yl)methanone